6-phenyl-4-(2-(trifluoromethyl)pyrimidin-5-yl)nicotinaldehyde C1(=CC=CC=C1)C1=NC=C(C=O)C(=C1)C=1C=NC(=NC1)C(F)(F)F